ClC=1C=C2C(=CN=C(C2=CN1)NC=1C=NN(C1)C)C(C)C 6-chloro-4-isopropyl-N-(1-methyl-1H-pyrazol-4-yl)-2,7-naphthyridin-1-amine